4-[(2R)-2-methylmorpholin-4-yl]-2-(morpholin-4-yl)-8-(1H-pyrazol-5-yl)-1,7-naphthyridine C[C@@H]1CN(CCO1)C1=CC(=NC2=C(N=CC=C12)C1=CC=NN1)N1CCOCC1